C(C)(C)(C)C1=CC=2C=3C=C(C=C4C=C(C=C(C5=CC(=CC(=C1)C52)C(C)(C)C)C43)C(C)(C)C)C(C)(C)C 2,5,8,11-tetra(tert-butyl)perylene